FC1=C(C=CC=C1)C(=O)N1CCC2(CO2)CC1 (2-fluorophenyl)(1-oxa-6-azaspiro[2.5]oct-6-yl)methanone